[Cu].C1CCCCC1.[Cu] copper cyclohexane copper